(3aR,5S,6aS)-5-((R)-5-phenyl-4,5-dihydro-1H-pyrazole-1-carbonyl)hexahydrocyclopenta[C]pyrrole C1(=CC=CC=C1)[C@H]1CC=NN1C(=O)[C@H]1C[C@@H]2C(CNC2)=C1